1-cyanoethyl-2-undecylimidazole-trimellitate C(#N)C(C)OC(C=1C(C(=O)[O-])=CC(C(=O)[O-])=CC1C1(N=CC=N1)CCCCCCCCCCC)=O